1-((2-(trimethylsilyl)ethoxy)methyl)-1H-imidazole-4-carboxylic acid C[Si](CCOCN1C=NC(=C1)C(=O)O)(C)C